(3S)-6'-chloro-5-[[(1R,2R)-2-[(1S)-1-hydroxyallyl]cyclobutyl]methyl]spiro[2,4-dihydro-1,5-benzoxazepine-3,1'-tetralin]-7-sulfonamide ClC=1C=C2CCC[C@@]3(C2=CC1)COC1=C(N(C3)C[C@H]3[C@@H](CC3)[C@H](C=C)O)C=C(C=C1)S(=O)(=O)N